NC[C@H](COCCNC(=O)OCC1=CC=CC=C1)NC(OCC1=CC=CC=C1)=O benzyl (R)-(1-amino-3-(2-(((benzyloxy)carbonyl)amino)ethoxy)propan-2-yl)carbamate